2-(2-((2-(1-butyl-5-(2-methoxyphenyl)-1H-benzo[d]imidazol-2-yl)ethyl)amino)ethyl)-N-((3-fluoropyridin-2-yl)methyl)oxazole-4-carboxamide C(CCC)N1C(=NC2=C1C=CC(=C2)C2=C(C=CC=C2)OC)CCNCCC=2OC=C(N2)C(=O)NCC2=NC=CC=C2F